N-2-naphthyl-2-[4-(7H-pyrrolo-[2,3-d]pyrimidin-4-yl)-1H-pyrazol-1-yl]propanamide C1=C(C=CC2=CC=CC=C12)NC(C(C)N1N=CC(=C1)C=1C2=C(N=CN1)NC=C2)=O